OC=1C=C(/C=C/C=2C=C(C=3O[C@@]4(CC[C@H](C([C@H]4CC3C2)(C)C)O)C)O)C=C(C1CC=C(C)C)OCC#C (2R,4aR,9aR)-7-((E)-3-hydroxy-4-(3-methylbut-2-en-1-yl)-5-(prop-2-yn-1-yloxy)styryl)-1,1,4a-trimethyl-2,3,4,4a,9,9a-hexahydro-1H-xanthene-2,5-diol